N-(4-tert-butylbenzyl)-N-methyl-1-naphthamide C(C)(C)(C)C1=CC=C(CN(C(=O)C2=CC=CC3=CC=CC=C23)C)C=C1